DL-penicillamine hydrochloride Cl.N[C@@H](C(C)(C)S)C(=O)O |r|